C(C)OC(CSCC(CCCC(N1N=C(C=C1)C1=C(C=CC(=C1)OC1=C(C2=C(NC=N2)C=C1F)C=C)F)C=1C=C(C=CC1)CCC(=O)OCC)(C)C)=O Ethyl 3-(3-(6-((2-ethoxy-2-oxoethyl)thio)-1-(3-(2-fluoro-5-((6-fluoro-4-vinyl-1H-benzo[d]imidazol-5-yl)oxy)phenyl)-1H-pyrazol-1-yl)-5,5-dimethylhexyl)phenyl)propanoate